2-chloro-6-methoxy-3-[(E)-2-nitrovinyl]quinoline ClC1=NC2=CC=C(C=C2C=C1\C=C\[N+](=O)[O-])OC